N-(3-imidazoylpropyl)-N,N-bis(3-triethoxysilylpropyl)amine N1C(=NC=C1)C(=O)CCCN(CCC[Si](OCC)(OCC)OCC)CCC[Si](OCC)(OCC)OCC